O=CC(=O)OCC ethyl 2-oxoacetate